N-([1,1'-biphenyl]-4-yl)-N-(4-(1,2,3,4,5,6,7,8-octahydro-1,4:5,8-diethanoanthracen-9-yl)phenyl)-[1,1'-biphenyl]-4-amin C1(=CC=C(C=C1)N(C1=CC=C(C=C1)C1=CC=CC=C1)C1=CC=C(C=C1)C=1C=2C3CCC(C2C=C2C4CCC(C12)CC4)CC3)C3=CC=CC=C3